C(C)OC(=O)C1(\C(\C(C(C1)(C)C)=O)=C/N(C)C)C(=O)OCC (E)-2-((dimethylamino)methylene)-4,4-dimethyl-3-oxocyclopentane-1,1-dicarboxylic acid diethyl ester